tert-butyl (1-methyl-3-((3-(pyridin-4-yl)thieno[3,2-b]pyridin-5-yl)amino)-1H-pyrazol-5-yl)carbamate CN1N=C(C=C1NC(OC(C)(C)C)=O)NC1=CC=C2C(=N1)C(=CS2)C2=CC=NC=C2